C(C)OCN1C(NC2C1NC(N2COCC)=O)=O 1,4-bis-ethoxymethyl-tetrahydro-imidazo[4,5-d]imidazole-2,5-dione